ClC1=CC(=C2C(=N1)N(N=N2)[C@H]2[C@@H]([C@@H]([C@H](O2)COP(=O)(O)CP(O)(O)=O)O)O)NC2CCCC2 (((((2R,3S,4R,5R)-5-(5-chloro-7-(cyclopentylamino)-3H-[1,2,3]triazolo[4,5-b]pyridin-3-yl)-3,4-dihydroxytetrahydrofuran-2-yl)methoxy)(hydroxy)phosphoryl)methyl)phosphonic acid